5-chloro-7-[2-(3-chloro-2-pyridyl)-5-(trifluoromethyl)pyrazol-3-yl]-1H-pyrazolo[3,4-f][3,1]benzoxazin-9-one ClC1=CC2=C(C=3C(OC(=NC31)C=3N(N=C(C3)C(F)(F)F)C3=NC=CC=C3Cl)=O)NN=C2